Tert-butyl 2-(3-bromobenzyl)-3-oxopyrrolidine-1-carboxylate BrC=1C=C(CC2N(CCC2=O)C(=O)OC(C)(C)C)C=CC1